2-{6-[Methyl(pyrrolidin-3-yl)amino][1,3]thiazolo[4,5-c]pyridazin-3-yl}-5-(1H-pyrazol-4-yl)phenol CN(C=1SC2=C(N=NC(=C2)C2=C(C=C(C=C2)C=2C=NNC2)O)N1)C1CNCC1